ClC=1C=C(C=CC1Cl)N1N=NC=C1 1-(3,4-dichlorophenyl)-1H-1,2,3-triazol